CN1N=C(C=C1)C1=NN(N=C1)C=1C(=NC=CN1)C(C)NC(C1=CC(=CC(=C1)C(F)(F)F)C(F)(F)F)=O N-[1-[3-[4-(1-methylpyrazol-3-yl)triazol-2-yl]pyrazin-2-yl]ethyl]-3,5-bis(trifluoromethyl)benzamide